6-(1'-cyclopropyl-[1,4'-bipiperidin]-4-yl)-2-(3,4-dimethoxyphenyl)-5,6,7,8-tetrahydroimidazo[1,2-a]pyridine C1(CC1)N1CCC(CC1)N1CCC(CC1)C1CCC=2N(C1)C=C(N2)C2=CC(=C(C=C2)OC)OC